2-(3,5-dichloro-4-((6-oxo-1-(thiophen-2-yl)-1,6-dihydropyridin-3-yl)oxy)phenyl)-6-(fluoromethyl)-1,2,4-triazine-3,5(2H,4H)-dione ClC=1C=C(C=C(C1OC1=CN(C(C=C1)=O)C=1SC=CC1)Cl)N1N=C(C(NC1=O)=O)CF